2-[4-(fluoromethyl)-3-oxabicyclo[2.1.1]hex-1-yl]-7-methoxy-N-(2-pyridinyl)imidazo[1,2-a]pyridine-6-carboxamide FCC12OCC(C1)(C2)C=2N=C1N(C=C(C(=C1)OC)C(=O)NC1=NC=CC=C1)C2